C(C)OC(=O)C=1C=C2C(CCC2=CC1)NC(=O)OC(C)(C)C 3-((tert-butoxycarbonyl)amino)-2,3-dihydro-1H-indene-5-carboxylic acid ethyl ester